Tert-Butyl (3aR,6aS)-5-Oxohexahydrocyclopenta[c]-pyrrole-2(1H)-carboxylate O=C1C[C@@H]2[C@@H](CN(C2)C(=O)OC(C)(C)C)C1